N-(2-(4-Cyanothiazolidin-3-yl)-2-oxoethyl)-6-((5-methylisoxazol-3-yl)-methyl)quinoline-4-carboxamide C(#N)C1N(CSC1)C(CNC(=O)C1=CC=NC2=CC=C(C=C12)CC1=NOC(=C1)C)=O